7-chloro-2-methylsulfanyl-thiazolo[4,5-d]pyrimidine ClC=1C2=C(N=CN1)N=C(S2)SC